O[C@@H](CNC1=N\C(\C(N1C)=O)=C/C1=CC2=C(N=CN2C)C=C1)C1=CC=CC=C1 (5Z)-2-[[(2R)-2-Hydroxy-2-phenyl-ethyl]amino]-3-methyl-5-[(3-methylbenzimidazol-5-yl)methylene]imidazol-4-one